(5'S)-3-[(4-fluoroisoquinolin-5-yl)methoxy]-5'-(pyrazin-2-yl)tetrahydro-3'H-spiro[cyclobutane-1,2'-pyrrolo[2,1-b][1,3]oxazol]-3'-one FC1=CN=CC2=CC=CC(=C12)COC1CC2(C(N3C(O2)CC[C@H]3C3=NC=CN=C3)=O)C1